Stearic Acid hydrazone C(CCCCCCCCCCCCCCCCC)(O)=NN